1-(8-((4-(Difluoromethoxy)phenyl)sulfonyl)-8-azabicyclo[3.2.1]octan-3-yl)-3-methylpyrrolidin-3-ol FC(OC1=CC=C(C=C1)S(=O)(=O)N1C2CC(CC1CC2)N2CC(CC2)(O)C)F